(3S)-1-tert-butyl 3-methyl 4-(1-((benzyloxy)carbonyl)-3-(3-(dimethylamino)propyl)piperidine-2-carbonyl)piperazine-1,3-dicarboxylate C(C1=CC=CC=C1)OC(=O)N1C(C(CCC1)CCCN(C)C)C(=O)N1[C@@H](CN(CC1)C(=O)OC(C)(C)C)C(=O)OC